5-Bromo-1-methyl-1H-pyrazole BrC1=CC=NN1C